N,N'-bis(2-hydroxyethyl)-urea OCCNC(=O)NCCO